5-(7-((2-(2,6-dioxopiperidin-3-yl)-1,3-dioxoisoindolin-4-yl)amino)heptanamido)-2,4-difluoro-N-(6-(4-isopropyl-4H-1,2,4-triazol-3-yl)pyridin-2-yl)benzamide O=C1NC(CCC1N1C(C2=CC=CC(=C2C1=O)NCCCCCCC(=O)NC=1C(=CC(=C(C(=O)NC2=NC(=CC=C2)C2=NN=CN2C(C)C)C1)F)F)=O)=O